FC1=C(C=CC=C1)N1N=C(C=CC1=O)C(=O)O 1-(2-Fluorophenyl)-6-oxo-1,6-dihydropyridazine-3-carboxylic acid